ClC=1C=NN2C1C(NC1=CC(=C(C=C21)OC)CN2CC(C(=CC2)C=2C=NC(=CC2)C(=O)NC2CC2)C)=O 1'-((3-chloro-8-methoxy-4-oxo-4,5-dihydropyrazolo[1,5-a]quinoxalin-7-yl)methyl)-N-cyclopropyl-3'-methyl-1',2',3',6'-tetrahydro-[3,4'-bipyridine]-6-carboxamide